3-methyl-4-oxo-N-[(1r,3s)-3-{[2-(trifluoromethyl)quinolin-4-yl]amino}cyclohexyl]-3,4-dihydroquinazolin-7-carboxamide CN1C=NC2=CC(=CC=C2C1=O)C(=O)N[C@H]1C[C@H](CCC1)NC1=CC(=NC2=CC=CC=C12)C(F)(F)F